CN1N=CC2=CC(=CC(=C12)C)C=1NC2=CC=C(C=C2C1C(C)C)C1CCN(CC1)CC(C)(O)C 1-(4-(2-(1,7-dimethyl-1H-indazol-5-yl)-3-isopropyl-1H-indol-5-yl)piperidin-1-yl)-2-methylpropan-2-ol